N-(5-(propylthio)-1,3,4-thiadiazole-2-yl)-2-(trifluoromethyl)benzamide C(CC)SC1=NN=C(S1)NC(C1=C(C=CC=C1)C(F)(F)F)=O